2-methyl-4,5-dihydro-1,3-oxazole CC=1OCCN1